6-(4-(2-((2S,5S)-5-(((6-Oxo-5-(trifluoromethyl)-1,6-dihydropyridazin-4-yl)oxy)methyl)pyrrolidin-2-yl)acetyl)piperazin-1-yl)nicotinonitrile O=C1C(=C(C=NN1)OC[C@@H]1CC[C@H](N1)CC(=O)N1CCN(CC1)C1=NC=C(C#N)C=C1)C(F)(F)F